[Mn+2].[S-2].[Ca+2].[S-2] calcium sulfide manganese